C(=O)C1=CC=CC=2N=C(SC21)NC(OC(C)(C)C)=O tert-butyl (7-formylbenzo[d]thiazol-2-yl)carbamate